(S)-2-((chlorocarbonyl)(methyl)amino)-3-phenylpropionic acid tert-butyl ester C(C)(C)(C)OC([C@H](CC1=CC=CC=C1)N(C)C(=O)Cl)=O